[S-](C#N)=S Thiocyanate Sulfide